ClC=1C=C(OC2CCC(CC2)N2CC=CC=C2N2CCC(CC2)CN2C[C@@H]([C@@](CC2)(O)C=2C=C3CN(C(C3=CC2)=O)C2C(NC(CC2)=O)=O)O)C=CC1C#N N-((1r,4r)-4-(3-chloro-4-cyanophenoxy)cyclohexyl)-6-(4-(((3S,4S)-4-(2-(2,6-Dioxopiperidin-3-yl)-1-oxoisoindoline-5-yl)-3,4-dihydroxypiperidin-1-yl)methyl)piperidin-1-yl)pyridine